4-(2-ethoxy-2-oxo-ethyl)piperazine-1-carboxylic acid benzyl ester C(C1=CC=CC=C1)OC(=O)N1CCN(CC1)CC(=O)OCC